FC1=CC=C(C=C1)NC(=O)N1[C@@H](CCC1)C=1SC=C(N1)C1=CC=C(C=C1)F (S)-N-(4-fluorophenyl)-2-(4-(4-fluorophenyl)-thiazol-2-yl)pyrrolidine-1-carboxamide